Tetrabutylammonium (((7,16,21,24-tetramethyl-1,4,7,10,13,16,21,24-octaazabicyclo[8.8.8]hexacosane-4,13-diyl)bis(methylene))bis(2,1-phenylene))bis(trifluoroborate) CN1CCN(CCN2CCN(CCN(CCN(CC1)CCN(CCN(CC2)C)C)CC2=C(C=CC=C2)[B-](F)(F)F)C)CC2=C(C=CC=C2)[B-](F)(F)F.C(CCC)[N+](CCCC)(CCCC)CCCC.C(CCC)[N+](CCCC)(CCCC)CCCC